Decabromodiphenyloxide C1(=C(C(=C(C(=C1Br)Br)Br)Br)Br)OC2=C(C(=C(C(=C2Br)Br)Br)Br)Br